(E)-4-(4-(cyclopentyloxy)phenyl)-N'-(thiophen-2-ylmethylene)picolinohydrazide C1(CCCC1)OC1=CC=C(C=C1)C1=CC(=NC=C1)C(=O)N/N=C/C=1SC=CC1